C(CCCCCCCCCCCCCCCC)(N)N Heptadecanediamine